5-[[5-cyclopropyl-4-(2,6-difluorophenyl)imidazol-1-yl]methyl]-3-methyl-1,3-benzoxazol-2-one C1(CC1)C1=C(N=CN1CC=1C=CC2=C(N(C(O2)=O)C)C1)C1=C(C=CC=C1F)F